CC1=COC=2CCC3=CN(N=C3C21)CC2=NC=CC=C2 8-Methyl-2-[(pyridin-2-yl)methyl]-4,5-dihydro-2H-furo[2,3-g]indazol